C(C=C)(=O)N1CCN(CC1)C1=NC(N2C3=C(C(=C(C=C13)C(F)(F)F)C1=CC(=C(C=C1)F)Cl)SC[C@@H]2COCOC)=O (S)-7-(4-acryloylpiperazin-1-yl)-10-(3-chloro-4-fluorophenyl)-3-((methoxymethoxy)methyl)-9-(trifluoromethyl)-2,3-dihydro-5H-[1,4]thiazino[2,3,4-ij]quinazolin-5-one